2-(2,6-dioxopiperidin-3-yl)-4-fluoro-7-((7-oxo-7-(piperidin-1-yl)heptyl)thio)isoindole O=C1NC(CCC1N1C=C2C(=CC=C(C2=C1)F)SCCCCCCC(N1CCCCC1)=O)=O